O1CC[C@@H](C2=CC=CC=C12)NC(=O)N1CC=2C=CC(=NC2CC1)N1CCN(CC1)CC (S)-N-(chroman-4-yl)-2-(4-ethylpiperazin-1-yl)-7,8-dihydro-1,6-naphthyridine-6(5H)-carboxamide